2-[(tert-Butoxycarbonyl)amino]-2-(1H-imidazol-4-yl)propanoic acid C(C)(C)(C)OC(=O)NC(C(=O)O)(C)C=1N=CNC1